C1(CCCCC1)OC(=O)COC1=CC=C(C=C)C=C1 p-cyclohexyloxycarbonylmethoxystyrene